3,6-dioxaheptyl methacrylate C(C(=C)C)(=O)OCCOCCOC